bis-(tertiary butyl-amino)-silane C(C)(C)(C)N[SiH2]NC(C)(C)C